5-(4-(2-((5-Methylthiazol-2-yl)amino)-2-oxoethyl)phenyl)furan-2-carboxylic acid CC1=CN=C(S1)NC(CC1=CC=C(C=C1)C1=CC=C(O1)C(=O)O)=O